C(C1=CC=CC=C1)OC=1C(C(=CN2N3[C@@H](C\C=C/CN(C(C21)=O)C3)C)C(=O)NCC3=C(C=C(C=C3F)F)F)=O (2R,Z)-9-(benzyloxy)-2-methyl-8,10-dioxo-N-(2,4,6-trifluorobenzyl)-3,6,8,10-tetrahydro-2H-1,7-methanopyrido[1,2-b][1,2,5]triazecine-11-carboxamide